cis-N-(4-chloro-3-(cis-2-(difluoromethyl)cyclobutyl)phenyl)-3-methyl-6-azabicyclo[3.1.1]heptane-6-carboxamide ClC1=C(C=C(C=C1)NC(=O)N1C2CC(CC1C2)C)[C@H]2[C@H](CC2)C(F)F